F[C@H]1[C@@H]2CC[C@H](C[C@H]1N(C1=CC=C(N=N1)C1=CC3=C(N=C(O3)C)C=C1O)C)N2 6-(6-(((1S,2S,3R,5R)-2-fluoro-8-azabicyclo[3.2.1]octan-3-yl)(methyl)amino)pyridazin-3-yl)-2-methylbenzo[d]oxazol-5-ol